COC=1N=C2C(=CC=NC2=CC1OC)OC1=C(C=C(C=C1)NC(=O)C=1C(C(=CN2C1COCC2)C=2OC=CC2)=O)F N-[4-[(6,7-Dimethoxy-1,5-naphthyridin-4-yl)oxy]-3-fluorophenyl]-7-(furan-2-yl)-8-oxo-3,4-dihydro-1H-pyrido[2,1-c][1,4]oxazine-9-carboxamide